4-[4-(4,4,5,5-tetramethyl-1,3,2-dioxaborolan-2-yl)phenyl]piperidine-4-carbonitrile CC1(OB(OC1(C)C)C1=CC=C(C=C1)C1(CCNCC1)C#N)C